4-nitrophenyl-N-acetyl-beta-glucosamine [N+](=O)([O-])C1=CC=C(C=C1)[C@]1(O)[C@H](NC(C)=O)[C@@H](O)[C@H](O)[C@H](O1)CO